C(C)(C)(C)OC(=O)N1CCC(CC1)NC1=CC=CC=2SC=CC21 4-(benzo[b]thiophen-4-ylamino)piperidine-1-carboxylic acid tert-butyl ester